FC1=C(C(=CC(=C1)OC1CN(C1)CCC)F)[C@H]1[C@@H](N(CC=2C3=C(C=CC12)NN=C3)C)CC(C)C (6S,7S)-6-(2,6-Difluoro-4-((1-propylazetidin-3-yl)oxy)phenyl)-7-isobutyl-8-methyl-6,7,8,9-tetrahydro-3H-Pyrazolo[3,4-h]isochinolin